FC1=C(CN2C(N(C(C3=C2SC(=C3CN(C)C)C3=CC=C(C=C3)NC(=O)NOC)=O)C3=NC=C(C=C3)OC(F)F)=O)C(=CC=C1)F 1-(4-(1-(2,6-difluorobenzyl)-3-(5-(difluoromethoxy)pyridin-2-yl)-5-((dimethylamino)methyl)-2,4-dioxo-1,2,3,4-tetrahydrothieno[2,3-d]pyrimidin-6-yl)phenyl)-3-methoxyurea